COC(C(=C=NCCC1=CC(=C(C=C1)OC)OC)C1=CC=CC=C1)=O 3-((3,4-dimethoxyphenethyl)imino)-2-phenylpropenoic acid methyl ester